C(C)SC1=CC(=CC(=N1)N1C(C2=CC(=CC(=C2C1)C(F)(F)F)CN1C[C@H](CCC1)C)=O)C1(COC1)CC1=NN=CN1C 2-[6-(ethylsulfanyl)-4-{3-[(4-methyl-1,2,4-triazol-3-yl)methyl]oxetan-3-yl}pyridin-2-yl]-6-{[(3S)-3-methylpiperidin-1-yl]methyl}-4-(trifluoromethyl)-3H-isoindol-1-one